ClC1=CC=C(C=C1)C=1C=C(C(N(N1)C=1C=NNC1)=O)C(=O)OC methyl 6-(4-chlorophenyl)-3-oxo-2-(1H-pyrazol-4-yl)-2,3-dihydropyridazine-4-carboxylate